azetidin-3-ylmethane N1CC(C1)C